CN(S(=O)(=O)C1=C(C=NN1C)NC(OC(C)(C)C)=O)C tert-Butyl [5-(dimethylsulfamoyl)-1-methyl-1H-pyrazol-4-yl]carbamate